5-{2-[2-(5-methoxyquinoline-8-sulfonamido)phenyl]ethynyl}-N-methylpyridine-2-carboxamide COC1=C2C=CC=NC2=C(C=C1)S(=O)(=O)NC1=C(C=CC=C1)C#CC=1C=CC(=NC1)C(=O)NC